α-[2-(N-tert-butoxycarbonyl-2-aminoethoxy)-1-ethyl]-1-methoxycarbonyl-3-indoleacetic acid methyl ester COC(C(C1=CN(C2=CC=CC=C12)C(=O)OC)CCOCCNC(=O)OC(C)(C)C)=O